(S)-2-vinyl-3,9,10-trimethoxy-6,8,13,13a-tetrahydro-5H-dibenzo[a,g]quinolizine C(=C)C=1C(=CC2=C([C@@H]3CC4=C(CN3CC2)C(=C(C=C4)OC)OC)C1)OC